CC(C)(C)S(=O)N=CC1=CC(=CC=C1)OC=1C=C(C=CC1)C 2-methyl-N-(3-(m-tolyloxy)benzylidene)propane-2-sulfinamide